BrC1=C(C#N)C=CC(=C1)O 2-bromo-4-hydroxy-benzonitrile